5-((phenoxymethoxy)methyl)-5-bromotetrahydrofuran-3,4-diol tribenzoate C(C1=CC=CC=C1)(=O)O.C(C1=CC=CC=C1)(=O)O.C(C1=CC=CC=C1)(=O)O.O(C1=CC=CC=C1)COCC1(C(C(CO1)O)O)Br